N(N)C1=NC=C(N=C1C=1C=NN(C1)C)C1=CC=C(C=C1)C(F)(F)F 2-hydrazino-3-(1-methyl-1H-pyrazol-4-yl)-5-(4-(trifluoromethyl)phenyl)pyrazine